CC1=C(C=CC=C1NC(=O)NC1=CC=C(C=C1)N1CCOCC1)NC(=O)NC1=CC=C(C=C1)N1CCOCC1 1,1'-(2-methyl-1,3-phenylene)bis(3-(4-morpholinophenyl)urea)